BrC1=NN(C2=NC=CC=C21)C2(CN(C2)C(=O)OC(C)(C)C)C tert-butyl 3-(3-bromo-1H-pyrazolo[3,4-b]pyridin-1-yl)-3-methylazetidine-1-carboxylate